IC=1C=CC(=NC1)N[C@@H]1C[C@H](CC1)NC1=NC=C(N=C1)C (1S,3S)-N1-(5-iodopyridin-2-yl)-N3-(5-methylpyrazin-2-yl)cyclopentane-1,3-diamine